C(C#C)C1CN(CCC1)C(=O)OC(C)(C)C tert-butyl 3-(prop-2-yn-1-yl)piperidine-1-carboxylate